BrC=1C=C2C(CC3(CCNCC3)C2=CC1)=O 5-bromospiro[indene-1,4'-piperidine]-3(2H)-one